O[C@@H]1C[C@H](OC2=CC=CC=C12)C(=O)OC |o1:1,3| (rel)-methyl (2S,4R)-4-hydroxychromane-2-carboxylate